(4-Methylpent-2-yn-1-yl)-4-(2-(trifluoromethyl)-aziridin-1-yl)-1H-benzo[d]imidazole-1-carboxamide CC(C#CCC1=NC2=C(N1C(=O)N)C=CC=C2N2C(C2)C(F)(F)F)C